FC1(C(=C(C(C1(F)F)(F)F)C(C(F)(F)F)(C(C(C(F)(F)F)(F)F)(F)F)F)C(C(F)(F)F)(C(C(C(F)(F)F)(F)F)(F)F)F)F 3,3,4,4,5,5-hexafluoro-1,2-bis(perfluoropent-2-yl)cyclopent-1-ene